(6-tert-butylbenzo[d]thiazole-2-yl)-1,3-diethyl-7-methyl-1H-purine-2,6(3H,7H)-dione C(C)(C)(C)C1=CC2=C(N=C(S2)C2=NC=3N(C(N(C(C3N2C)=O)CC)=O)CC)C=C1